6-Chloro-N-(4,6-dichloropyridin-3-yl)-1H-indole-3-sulfonamide ClC1=CC=C2C(=CNC2=C1)S(=O)(=O)NC=1C=NC(=CC1Cl)Cl